NC1CC(CCCC1)N 1,3-diaminocycloheptane